C(C)N=C=NCCCN(C)C N-Ethyl-N'-(3-dimethylaminopropyl)carbodiimide